C(C(C)C)(=O)OCOC(CCC(=O)O)=O 4-((isobutyryloxy)methoxy)-4-oxobutanoic acid